Isopropyl 4-(5-bromo-3,3-dimethyl-2,3-dihydro-1H-pyrrolo[3,2-b]pyridin-1-yl)-2-((4-((2-(Dimethylamino)ethyl)(methyl)amino)-2-methoxy-5-nitrophenyl)amino)pyrimidine-5-carboxylate BrC1=CC=C2C(=N1)C(CN2C2=NC(=NC=C2C(=O)OC(C)C)NC2=C(C=C(C(=C2)[N+](=O)[O-])N(C)CCN(C)C)OC)(C)C